5-(tert-butyl)-N-(4-(6-(4-formyl-2-methylphenyl)pyrrolo[2,1-f][1,2,4]triazin-4-yl)-2-methylbenzyl)-1,2,4-oxadiazole-3-carboxamide C(C)(C)(C)C1=NC(=NO1)C(=O)NCC1=C(C=C(C=C1)C1=NC=NN2C1=CC(=C2)C2=C(C=C(C=C2)C=O)C)C